tert-butyl 4-{[(S)-3-oxocyclopentyl]carbonyl}-1-piperazinecarboxylate O=C1C[C@H](CC1)C(=O)N1CCN(CC1)C(=O)OC(C)(C)C